(±)-trans-O-(4-phenylpyrrolidin-3-yl) isoquinolin-5-ylcarbamothioate C1=NC=CC2=C(C=CC=C12)NC(O[C@@H]1CNC[C@H]1C1=CC=CC=C1)=S |r|